CC=C 2-Methylethylene